C(C)(C)(C)OC(=O)N1CC(C1)(C(=O)O)CC 3-Ethyl-azetidine-1,3-dicarboxylic acid mono-tert-butyl ester